[(2S,3S,4E,6R,7S,10R)-2-[(E)-1-(3-fluoro-5-pyrrolidin-1-ylsulfonylphenyl)prop-1-en-2-yl]-10-hydroxy-3,7-dimethyl-12-oxo-1-oxacyclododec-4-en-6-yl] 4-methylpiperazine-1-carboxylate CN1CCN(CC1)C(=O)O[C@H]1/C=C/[C@@H]([C@H](OC(C[C@@H](CC[C@@H]1C)O)=O)/C(=C/C1=CC(=CC(=C1)S(=O)(=O)N1CCCC1)F)/C)C